C1(=CC=C(C=C1)N1C([C@@H]2[C@H](C1=O)C=N[C@]2(P(OCC)(=O)OCC)C2=CC=CC=C2)=O)C2=CC=CC=C2 |r| Diethyl (1RS,3aSR,6aSR)-5-(1,1'-biphenyl)-4-yl-4,6-dioxo-1-phenyl-1,3a,4,5,6,6a-hexahydropyrrolo[3,4-c]pyrrole-1-phosphonate